C(#N)C=1C=C(C=NC1N(C)CC(CO)O)C=1C(=CC(=C(C(=O)NC2CC2)C1)F)C 5-(5-cyano-6-((2,3-dihydroxypropyl)(methyl)amino)pyridin-3-yl)-N-cyclopropyl-2-fluoro-4-methylbenzamide